NC1=CC(=NO1)C1CCN(CC1)C(=O)C=1C=C2C=CNC2=CC1 (4-(5-aminoisoxazol-3-yl)piperidin-1-yl)(1H-indol-5-yl)methanone